2,3-difluoro-N-(thiazol-4-yl)benzenesulfonamide 2,2,2-trifluoroacetate FC(C(=O)O)(F)F.FC1=C(C=CC=C1F)S(=O)(=O)NC=1N=CSC1